3-(difluoromethyl)-2H-pyrazole FC(C=1NN=CC1)F